tert-butyl (2-(3,4-difluorophenyl)-2-oxoethyl)carbamate FC=1C=C(C=CC1F)C(CNC(OC(C)(C)C)=O)=O